ClC=1C=C(C=CC1F)[C@](C)([C@@H]1C[C@H](C1)C(F)(F)F)NC(=O)N1[C@@H](C(NCC1)=O)C |o1:8| (2R)-N-((S or R)-1-(3-chloro-4-fluorophenyl)-1-(trans-3-(trifluoromethyl)cyclobutyl)ethyl)-2-methyl-3-oxopiperazine-1-carboxamide